2-(2-cyanophenyl)pyridine C(#N)C1=C(C=CC=C1)C1=NC=CC=C1